C(C1=CC=CC=C1)OC1(CC(C1)N1C2=C(C3=CC=CC=C13)C=C(N=N2)Cl)C 9-[(1s,3s)-3-(benzyloxy)-3-methylcyclobutyl]-3-chloro-9H-pyridazino[3,4-b]indole